NC1=C2C(=NC=N1)N(N=C2C2=CC=C(C=C2)OC2=CC=CC=C2)C2CCN(CC2)C(=O)N2CC(C2)N2CCN(CC2)C=2C=C1CN(C(C1=CC2)=O)[C@@H]2C(NC(CC2)=O)=O (S)-3-(5-(4-(1-(4-(4-amino-3-(4-phenoxyphenyl)-1H-pyrazolo[3,4-d]pyrimidin-1-yl)piperidine-1-carbonyl)azetidin-3-yl)piperazin-1-yl)-1-oxoisoindolin-2-yl)piperidine-2,6-dione